NC1=NC=2C=C(C(=CC2C2=C1C=NN2C)C(=O)N(C)[C@H]2C(CC1=NC(=CC=C12)C(F)(F)F)(F)F)F 4-amino-N-((5R)-6,6-difluoro-2-(trifluoromethyl)-6,7-dihydro-5H-cyclopenta[b]-pyridin-5-yl)-7-fluoro-N,1-dimethyl-1H-pyrazolo[4,3-c]-quinoline-8-carboxamide